3-(5-(((1-(6-(5-((R)-2-(2,4-difluorophenyl)pyrrolidin-1-yl)pyrazolo[1,5-a]Pyrimidin-3-yl)pyridin-2-yl)piperidin-4-yl)(methyl)amino)methyl)-4-fluoro-1-oxoisoindoline-2-yl)piperidine FC1=C(C=CC(=C1)F)[C@@H]1N(CCC1)C1=NC=2N(C=C1)N=CC2C2=CC=CC(=N2)N2CCC(CC2)N(C)CC=2C(=C1CN(C(C1=CC2)=O)C2CNCCC2)F